3-oxocyclopentane-1-carboxylic acid O=C1CC(CC1)C(=O)O